CS(=O)(=O)OC12CC(C1)(C2)C(NC=2C=NC(=CC2)C=2N=NN(C2NC(=O)O[C@H](C)C=2C(=NC=CC2)Cl)C)=O (R)-3-((6-(5-(((1-(2-chloropyridin-3-yl)ethoxy)carbonyl)amino)-1-methyl-1H-1,2,3-triazol-4-yl)pyridin-3-yl)carbamoyl)bicyclo[1.1.1]pentan-1-yl methanesulfonate